O=C1C(=CN=CN1CC(=O)OC)C1=CC=CC=C1 methyl 2-(6-oxo-5-phenyl-pyrimidin-1-yl)acetate